FC=1C=C(C(=C2C=NN(C12)C1OCCCC1)B1OC(C(O1)(C)C)(C)C)C 7-fluoro-5-methyl-1-tetrahydropyran-2-yl-4-(4,4,5,5-tetramethyl-1,3,2-dioxaborolan-2-yl)indazole